C(C)(C)(C)C1=C(C(=C(C=C1)C(C)(C)C)C(C)C)C(C)C 1,4-bis-tert-butyl-diisopropylbenzene